CC1=CC=C(C(=N1)OCC(F)(F)F)N 6-methyl-2-(2,2,2-trifluoroethoxy)pyridin-3-amine